COC1=C(C=C(C=C1)[C@@H]2CCC3=C(O2)C=C(C=C3O[C@H]4[C@@H]([C@H]([C@@H]([C@H](O4)CO)O)O)O)O)OC The molecule is a flavan glycoside that is (2S)-flavan substituted by a hydroxy group at position 7, methoxy groups at positions 3' and 4' and a beta-D-glucopyranosyloxy group at position 5 respectively. It has a role as a plant metabolite. It is a flavan glycoside, a methoxyflavan, a hydroxyflavan, a monosaccharide derivative and a beta-D-glucoside. It derives from a (2S)-flavan.